2-(dimethylamino)-1-(4-(2-(5-(8-methyl-[1,2,4]triazolo[1,5-a]pyridin-6-yl)-4-(2,2,2-trifluoroethyl)-1H-pyrazol-3-yl)thiazol-5-yl)piperidin-1-yl)ethan-1-one CN(CC(=O)N1CCC(CC1)C1=CN=C(S1)C1=NNC(=C1CC(F)(F)F)C=1C=C(C=2N(C1)N=CN2)C)C